1-vinyl-3-tetradecyl-imidazole bromine salt [Br].C(=C)N1CN(C=C1)CCCCCCCCCCCCCC